vinyl acetate (VINYLACETATE) C(=C)CC(=O)O.C(C)(=O)OC=C